ClC1=CC=C(C=C1)C(=C(F)F)CCCCC1=CC=CC=C1 1-chloro-4-(1,1-difluoro-6-phenylhex-1-en-2-yl)benzene